N1(C=NC=C1)C1=CC=C(C=C1)C1=CC(=C(S1)C(=O)N[C@@H]1CNCCC1)NC(=O)N (S)-5-(4-(1H-imidazol-1-yl)phenyl)-N-(piperidin-3-yl)-3-ureidothiophene-2-carboxamide